N1(C=NC=C1)CCCNC(C(CCSCCC(=O)OCCCCCCCCCCCCCCCC)NC(C(CCCCCCCC)CCCCCC)=O)=O hexadecyl 3-((4-((3-(1H-imidazol-1-yl)propyl)amino)-3-(2-hexyldecanamido)-4-oxobutyl)thio)propanoate